(E)-N'-(1-(2-chlorophenyl)ethylidene)-4-methylbenzenesulfonohydrazide ClC1=C(C=CC=C1)\C(\C)=N\NS(=O)(=O)C1=CC=C(C=C1)C